COS(=O)C1=CC=C(C)C=C1.C(C)NS(=O)(=O)NC1=NC=CC(=C1F)CC=1C(=C(C(=C(C(=O)N)C1)NC1=C(C=C(C=C1)I)F)F)F 5-[[2-(ethylsulfamoylamino)-3-fluoropyridin-4-yl]methyl]-3,4-difluoro-2-(2-Fluoro-4-iodoanilino)benzamide methyl-para-toluenesulfinate